tert-butyl (R)-3-(cyanomethyl)pyrrolidine-1-carboxylate C(#N)C[C@@H]1CN(CC1)C(=O)OC(C)(C)C